(e)-4-(dimethylamino)but-2-enoic acid CN(C/C=C/C(=O)O)C